C(C)(C)(C)OC(=O)N1[C@@H](CN([C@H](C1)CC)C=1C=2N(N(C(C1)=O)C([2H])([2H])[2H])C=C(N2)CO)CC (2R,5S)-2,5-diethyl-4-(2-(hydroxymethyl)-5-(methyl-d3)-6-oxo-5,6-dihydroimidazo[1,2-b]pyridazin-8-yl)piperazine-1-carboxylic acid tert-butyl ester